tert-butyl 2-chloro-4-((1-fluoro-7-oxo-6,7,8,9,10,11-hexahydro-5H-pyrido[3',4':4,5]pyrrolo[2,3-f]isoquinolin-2-yl)oxy)-7,8-dihydropyrido[4,3-d]pyrimidine-6(5H)-carboxylate ClC=1N=C(C2=C(N1)CCN(C2)C(=O)OC(C)(C)C)OC=2N=CC=1CCC3=C(C1C2F)NC2=C3C(NCC2)=O